4-amino-N-(4-(methoxymethyl)phenyl)-7-(1-methylcyclopropyl)-6-(prop-1-en-2-yl)-7H-pyrrolo[2,3-d]pyrimidine-5-carboxamide NC=1C2=C(N=CN1)N(C(=C2C(=O)NC2=CC=C(C=C2)COC)C(=C)C)C2(CC2)C